C(CCC=CCCC=CCC=C)=O dodeca-4,8,11-trienal